FC(C(=O)O)(F)F.S1C=NC=C1 1,3-thiazole trifluoroacetate